(R)-1-(2-ethylphenyl)-2-(phenylseleno)ethane-1-ol C(C)C1=C(C=CC=C1)[C@H](C[Se]C1=CC=CC=C1)O